2-Fluoro-4-[3-(2-methyl-2H-indazol-5-yl)-6-[4-(methylamino)piperidin-1-yl]pyrazin-2-yl]benzonitril FC1=C(C#N)C=CC(=C1)C1=NC(=CN=C1C1=CC2=CN(N=C2C=C1)C)N1CCC(CC1)NC